tert-butyl ((S)-1-(3-(adamantan-1-yl)methyl-1,2,4-oxadiazol-5-yl)-2-(5-fluoro-1H-indol-3-yl)ethyl)carbamate C12(CC3CC(CC(C1)C3)C2)CC2=NOC(=N2)[C@H](CC2=CNC3=CC=C(C=C23)F)NC(OC(C)(C)C)=O